FC1=C(C=CC=C1)C(C([2H])C1=C(C=CC=C1)F)O (-)-1,2-Bis(2-fluorophenyl)ethan-2-d-1-ol